1-(((S)-oxetan-2-yl)methyl)-1H-benzo[d]imidazole-6-carbaldehyde O1[C@@H](CC1)CN1C=NC2=C1C=C(C=C2)C=O